ClC=1C=C(C=CC1Cl)[C@H](NC(=O)[C@@H]1CNC(O1)=O)C1=CC=CC=C1 |o1:8| (S)-N-((R or S)-(3,4-dichlorophenyl)(phenyl)methyl)-2-oxooxazolidine-5-carboxamide